methoxy-1-(5-nitropyridin-2-yl)ethan-1-ol COC(C)(O)C1=NC=C(C=C1)[N+](=O)[O-]